C(C=C)NCC=C N,N-bis(2-propenyl)amine